(R)-5-(8-Cyclopropyl-6-(2-fluorophenyl)-4-methyl-4H-benzo[f]imidazo[1,5-a][1,4]diazepin-3-yl)-3-ethyl-1,2,4-oxadiazole C1(CC1)C=1C=CC2=C(C(=N[C@@H](C=3N2C=NC3C3=NC(=NO3)CC)C)C3=C(C=CC=C3)F)C1